2-chloro-N,N-dimethylethanamine hydrochloride Cl.ClCCN(C)C